C(C)OC(=O)[C@H]1CC=C([C@H]2CN(C=3C=C(C=CC3[C@H]12)Cl)S(=O)(=O)CC1=CC=CC=C1)CO (6aS,10S,10aS)-7-(hydroxymethyl)-3-chloro-5-toluenesulfonyl-5,6,6a,9,10,10a-hexahydrophenanthridine-10-carboxylic acid ethyl ester